5-hydroxy-thymine OC1(C(NC(N=C1)=O)=O)C